N-(3-(3-((2,6-Dioxopiperidin-3-yl)amino)phenyl)prop-2-yn-1-yl)-5-(8-(7-methoxy-1,3-dimethyl-2-oxo-1,2-dihydroquinolin-5-yl)isoquinolin-3-yl)picolinamide O=C1NC(CCC1NC=1C=C(C=CC1)C#CCNC(C1=NC=C(C=C1)C=1N=CC2=C(C=CC=C2C1)C1=C2C=C(C(N(C2=CC(=C1)OC)C)=O)C)=O)=O